1-Hydroxy-5-methyl-3-mercapto-6,7-dihydro-5H-cyclopenta[c]pyridine-4-carbonitrile OC1=NC(=C(C2=C1CCC2C)C#N)S